2-(1H-pyrazol-4-yl)oxazole N1N=CC(=C1)C=1OC=CN1